ClC1=CC=C(S1)S(=O)(=O)N(C(C(F)(F)F)C1=CC=C(C=C1)F)C 5-chloro-N-methyl-N-(2,2,2-trifluoro-1-(4-fluorophenyl)ethyl)thiophene-2-sulfonamide